C([C@@H]1[C@H]([C@@H]([C@H]([C@H](O1)O[C@@H]2[C@H](O[C@@H]([C@@H]([C@H]2O)O)O[C@@H]3[C@H](O[C@@H]([C@@H]([C@H]3O)O)O[C@@H]4[C@H](O[C@@H]([C@@H]([C@H]4O)O)O)CO)CO)CO)O)O)O)O The molecule is a maltotetraose tetrasaccharide in which the glucose residue at the reducing end is in the pyranose ring form and has alpha configuration at the anomeric carbon atom.